trifluoro-monochlorocarbon FC(Cl)(F)F